N1=C(C=CC=C1)C1=NC=CC=C1.[Na] sodium 2,2-bipyridine